1-[6-(4-tert-Butyl-cyclohexyloxy)-naphthalen-2-ylmethyl]-piperidin C(C)(C)(C)C1CCC(CC1)OC=1C=C2C=CC(=CC2=CC1)CN1CCCCC1